8-nitro-1-(prop-1-en-2-yl)-6H-isochromeno[3,4-c]pyridine [N+](=O)([O-])C=1C=CC2=C(C1)COC1=CN=CC(=C12)C(=C)C